N-(5-((1-((1-(2-(2,6-dioxopiperidin-3-yl)-6-fluoro-1,3-dioxoisoindolin-5-yl)piperidin-4-yl)methyl)piperidin-4-yl)methoxy)pyridin-2-yl)piperidine-4-carboxamide O=C1NC(CCC1N1C(C2=CC(=C(C=C2C1=O)N1CCC(CC1)CN1CCC(CC1)COC=1C=CC(=NC1)NC(=O)C1CCNCC1)F)=O)=O